(2-methoxy-4-(4-methylpiperazin-1-yl)phenyl)pyrimidine-2,4,5-triamine COC1=C(C=CC(=C1)N1CCN(CC1)C)C1=C(C(=NC(=N1)N)N)N